bis(3-fluoro-4-aminophenyl)terephthalamide FC=1C=C(C=CC1N)C=1C(=C(C(=O)N)C=CC1C(=O)N)C1=CC(=C(C=C1)N)F